N1(CCOCC1)C=1C=C(CN2CC3(CC2)CCN(CC3)C(=O)OC(C(F)(F)F)C(F)(F)F)C=CC1C(F)(F)F 1,1,1,3,3,3-Hexafluoropropan-2-yl 2-(3-morpholinyl-4-(trifluoromethyl) benzyl)-2,8-diazaspiro[4.5]decane-8-carboxylate